2-((1s,6s)-6-amino-3,4-dimethylcyclohex-3-en-1-yl)-3,5-dichloro-N-(furan-2-ylmethyl)thieno[3,2-b]pyridin-7-amine N[C@H]1CC(=C(C[C@@H]1C1=C(C2=NC(=CC(=C2S1)NCC=1OC=CC1)Cl)Cl)C)C